2-({2-[4-(2-hydroxyethoxy)pyridin-2-yl]-5H,6H,7H-cyclopenta[d]pyrimidin-4-yl}(methyl)amino)-1-(piperidin-1-yl)ethan-1-one OCCOC1=CC(=NC=C1)C=1N=C(C2=C(N1)CCC2)N(CC(=O)N2CCCCC2)C